C1(=CC=CC2=CC=CC=C12)CNCCNCC1=CC=CC2=CC=CC=C12 N,N'-Bis(1-naphthylmethyl)-1,2-ethandiamin